europium (III) tris(benzoyltrifluoroacetylacetone) C(C1=CC=CC=C1)(=O)C(C(C)=O)C(C(F)(F)F)=O.C(C1=CC=CC=C1)(=O)C(C(C)=O)C(C(F)(F)F)=O.C(C1=CC=CC=C1)(=O)C(C(C)=O)C(C(F)(F)F)=O.[Eu+3]